C(C)(C)(C)NCC1=CC=CC=C1 N-tert-butyl-N-benzylamine